C1(CC1)C1=CC(=NN1)C(F)(F)F 5-cyclopropyl-3-(trifluoromethyl)-1H-pyrazole